Cl.FC=1C=NC=CC1NC1=NC(=CC2=C1N(C=N2)C(C)C)C2=CC=C1C(=C2)NC(C12CCNCC2)=O 6-(4-((3-fluoropyridin-4-yl)amino)-3-isopropyl-3H-imidazo[4,5-c]pyridin-6-yl)spiro[indolin-3,4'-piperidin]-2-one hydrochloride